3,5-diphenyl-pyridine C1(=CC=CC=C1)C=1C=NC=C(C1)C1=CC=CC=C1